CN1CCC2(CCN(CC2)C2=CC=C(N)C=C2)CC1 4-(9-methyl-3,9-diazaspiro[5.5]undecan-3-yl)aniline